COC(C1=CC=NC(=C1)F)=O 6-fluoroisonicotinic acid methyl ester